(1-(3-fluoro-5-methoxyphenyl)-2-hydroxyethyl)indoline-1-carboxamide FC=1C=C(C=C(C1)OC)C(CO)C1N(C2=CC=CC=C2C1)C(=O)N